[Cl-].C(=C)C1=CC=C(CP(C2=CC=C(C=C2)C=C)(C2=CC=C(C=C2)C=C)C2=CC=C(C=C2)C=C)C=C1 (4-vinylbenzyl)tri(4-vinylphenyl)phosphine chloride